FC1(CCN(CC1)C1=NC2=C(C=C(C=C2C(N1C)=O)C(F)(F)F)[C@@H](C)NC1=C(C(=O)OC)C=CC=C1)F methyl (R)-2-((1-(2-(4,4-difluoropiperidin-1-yl)-3-methyl-4-oxo-6-(trifluoromethyl)-3,4-dihydroquinazolin-8-yl)ethyl)amino)benzoate